C=1(C(=CC=CC1)CCO)CCO.C(C1=CC=CC=C1)=O benzaldehyde-xylylenedimethanol salt